N1=CC(=CC=C1)C1=CC=CC(=C1)C=1C=NC=CC1 4,6-bis(3-pyridyl)benzene